1-((2R,6S)-4-(3-(4-(2,6-dichloro-3,5-dimethoxyphenyl)-8-(methylamino)-[1,2,4]triazolo[1',5':1,6]pyrido[2,3-d]pyrimidin-2-yl)propyl)-2,6-di-methylpiperazin-1-yl)prop-2-en-1-one ClC1=C(C(=C(C=C1OC)OC)Cl)C1=CC=2C(=NC(=NC2)NC)N2C1=NC(=N2)CCCN2C[C@H](N([C@H](C2)C)C(C=C)=O)C